ClC=1C=C(C=CC1C)NC(=O)C1=CC(=CC=2NC(=NC21)C2(CC2)C)NC(=O)C2=C(C=CC(=C2)Cl)Cl N-(3-chloro-4-methylphenyl)-6-{[(2,5-dichlorophenyl)carbonyl]amino}-2-(1-methylcyclopropyl)-1H-benzimidazole-4-carboxamide